NC1=NC=C(C=N1)/C(=C/C=1C=C(C=NC1CC)C(=O)OCC)/F ethyl 5-[(Z)-2-(2-aminopyrimidin-5-yl)-2-fluoroethenyl]-6-ethylpyridine-3-carboxylate